6-(2-(4'-chloro-[1,1'-biphenyl]-3-yl)-2-hydroxyacetyl)-2-(1-(3-fluorophenyl)cyclopropyl)-3,5,6,7,8,9-hexahydro-4H-pyrimido[5,4-c]azepin-4-one ClC1=CC=C(C=C1)C1=CC(=CC=C1)C(C(=O)N1CC2=C(CCC1)N=C(NC2=O)C2(CC2)C2=CC(=CC=C2)F)O